3-[5-(4-aminoisoquinolin-3-yl)-1-oxo-2,3-dihydro-1H-isoindol-2-yl]piperidine NC1=C(N=CC2=CC=CC=C12)C=1C=C2CN(C(C2=CC1)=O)C1CNCCC1